7-(3,6-dihydro-2H-pyran-4-yl)-1-oxo-1,2-dihydro-isoquinoline-3-carboxylic acid methyl ester COC(=O)C=1NC(C2=CC(=CC=C2C1)C=1CCOCC1)=O